FC(C=1N=C2N(CCC(C2)COC2=CC=C(C=N2)CNC=2C=C3C=CN=C(C3=CC2)N)C1)(F)F N6-((6-((2-(trifluoromethyl)-5,6,7,8-tetrahydroimidazo[1,2-a]pyridin-7-yl)methoxy)pyridin-3-yl)methyl)isoquinoline-1,6-diamine